ClC1=C(C=CC2=C1C(=NC(C=1N2C=C(C(N1)=O)C(=O)O)C)C1=C(C=CC=C1F)F)C(F)(F)F 8-chloro-7-(2,6-difluorophenyl)-5-methyl-3-oxo-9-(trifluoromethyl)-5H-pyrimido[1,2-a][1,4]benzodiazepine-2-Carboxylic acid